butenyl-imidazole C(=CCC)C=1NC=CN1